4-ethylthio-phenethylamine C(C)SC1=CC=C(CCN)C=C1